COC1=C(C=CC=C1)S(=O)(=O)NC=1C=C2CN(C(NC2=CC1)=O)C 2-methoxy-N-(3-methyl-2-oxo-1,2,3,4-tetrahydroquinazolin-6-yl)benzenesulfonamide